Ethyl 2-oxopentanoate O=C(C(=O)OCC)CCC